5-styryl-3-(trifluoromethyl)-1H-pyrazole-4-carbonitrile C(=CC1=CC=CC=C1)C1=C(C(=NN1)C(F)(F)F)C#N